hex-3-enyl formate C(=O)OCCC=CCC